2-(2,3-dihydro-1H-inden-5-yloxy)-N-(3,5-dimethyl-1H-pyrazol-4-yl)-N-(thiophen-2-ylmethyl)acetamide C1CCC2=CC(=CC=C12)OCC(=O)N(CC=1SC=CC1)C=1C(=NNC1C)C